5-nitro-3-vinylpyridin-2-amine [N+](=O)([O-])C=1C=C(C(=NC1)N)C=C